N-methyl-N-(4-tert-butylphenyl)-methacrylamide CN(C(C(=C)C)=O)C1=CC=C(C=C1)C(C)(C)C